3,4-Difluorophenylisocyanat FC=1C=C(C=CC1F)N=C=O